ClC1=C2CCNCC2=CC(=C1)Cl 5,7-dichloro-1,2,3,4-tetrahydroisoquinoline